8-(4-(methoxy)phenyl)-N-(3-(4-isobutyramidopiperazin-1-yl)phenyl)quinazolin-2-amine COC1=CC=C(C=C1)C=1C=CC=C2C=NC(=NC12)NC1=CC(=CC=C1)N1CCN(CC1)NC(C(C)C)=O